1,4-DIPHENYL-1H-PYRROLO[2,3-B]PYRIDINE C1(=CC=CC=C1)N1C=CC=2C1=NC=CC2C2=CC=CC=C2